NC=1N=NN(N1)C[Si](OC)(OC)OC 5-amino-2-[(trimethoxysilyl)methyl]-2H-tetrazole